4-methylthiazolethiol CC=1N=C(SC1)S